FC(C(=O)O)(F)F.N[C@@H](C(=O)N[C@H](C(C(=O)OC)(C)C)C)CC1=CC(=C(C=C1)OC)Cl (S)-methyl 3-((R)-2-amino-3-(3-chloro-4-methoxyphenyl) propionamido)-2,2-dimethylbutyrate 2,2,2-trifluoroacetate salt